CN1C(=NC2=C(C=C(C=C2C1=O)C)[C@@H](C)NC1=C(C(=O)O)C=CC(=C1)F)C1CCOCC1 (R)-2-((1-(3,6-dimethyl-4-oxo-2-(tetrahydro-2H-pyran-4-yl)-3,4-dihydroquinazolin-8-yl)ethyl)amino)-4-fluorobenzoic acid